CC1CC(=NC1)SC 4-methyl-2-(methylthio)-1-pyrroline